C(C1=CC=CC=C1)OCOCCCC(CC(CC(CC(CC(C)O)C)C)C)C 12-hydroxy-4,6,8,10-tetramethyltridecyl benzyloxymethyl ether